3-Amino-3-(2-fluoro-5-(2-(4-fluoro-2-methylphenoxy)-5-(trifluoromethyl)benzamido)phenyl)propionic acid NC(CC(=O)O)C1=C(C=CC(=C1)NC(C1=C(C=CC(=C1)C(F)(F)F)OC1=C(C=C(C=C1)F)C)=O)F